(S)-7-bromo-3-((S)-sec-butyl)-5-phenyl-1H-benzo[e][1,4]diazepin-2(3H)-one BrC1=CC2=C(NC([C@@H](N=C2C2=CC=CC=C2)[C@@H](C)CC)=O)C=C1